ClC=1C=C2CCC(C2=CC1Cl)=O 5,6-dichloro-1-indanone